CC1=NOC(=C1C=1C=C(OC2=C(C=C(C=C2C)NC(CCOC)=O)C)C=C(C1)F)C N-(4-(3-(3,5-dimethylisoxazol-4-yl)-5-fluorophenoxy)-3,5-dimethylphenyl)-3-methoxypropanamide